Pyridinehydroxamic acid N1=C(C=CC=C1)C(=O)NO